tri(tertiary-pentoxy)silanol C(C)(C)(CC)O[Si](O)(OC(C)(C)CC)OC(C)(C)CC